OC1=CC=C(C=C1)C1(CC(C2=CC(=CC=C12)O)(C)C)C 2,3-dihydro-1-(4-hydroxyphenyl)-1,3,3-trimethyl-1H-indene-5-ol